4-(1-(4-fluoro-2-formylphenyl)-1H-pyrrolo[2,3-c]pyridin-3-yl)piperidine-1-carboxylic acid tert-butyl ester C(C)(C)(C)OC(=O)N1CCC(CC1)C1=CN(C2=CN=CC=C21)C2=C(C=C(C=C2)F)C=O